tert-Butyl 4-(6-amino-4-methylpyridazin-3-yl)-3-methyl-1,2,3,6-tetrahydropyridine-1-carboxylate NC1=CC(=C(N=N1)C=1C(CN(CC1)C(=O)OC(C)(C)C)C)C